N-(3-((5-([1,1'-biphenyl]-2-yl)-2-((1-methyl-1H-pyrazol-4-yl)amino)pyrimidin-4-yl)amino)-4-fluorophenyl)acrylamide C1(=C(C=CC=C1)C=1C(=NC(=NC1)NC=1C=NN(C1)C)NC=1C=C(C=CC1F)NC(C=C)=O)C1=CC=CC=C1